C(C=C)N1CCC(C2=CC=C(C=C12)Cl)=O 1-allyl-7-chloro-2,3-dihydroquinolin-4(1H)-one